C(CCCCCO)O 1,6-Hexan-diol